glycidylGlycerol C(C1CO1)C(O)C(O)CO